CC(C)(C)[S@](=O)N[C@@H](C)C1CCC(CC1)NC(OC(C)(C)C)=O tert-butyl {(1S,4r)-4-[(1S)-1-{[(S)-2-methylpropane-2-sulfinyl]amino}ethyl]cyclohexyl}carbamate